(5-bromo-2-ethynylphenethyl)(tert-butyl)dimethylsilane BrC=1C=CC(=C(CC[Si](C)(C)C(C)(C)C)C1)C#C